(1S,3R)-3-((2-((2-(1-(Cyclopropylsulfonyl)-1H-pyrazol-4-yl)pyrimidin-4-yl)amino)-5-(2-(trifluoromethyl)thiazol-4-yl)pyridin-4-yl)amino)cyclohexan-1-ol C1(CC1)S(=O)(=O)N1N=CC(=C1)C1=NC=CC(=N1)NC1=NC=C(C(=C1)N[C@H]1C[C@H](CCC1)O)C=1N=C(SC1)C(F)(F)F